(S)-2-((2S,3R)-3-amino-2-hydroxy-4-phenylbutanamido)-3-(3,5-difluoro-4-(trifluoromethyl)phenyl)propanoic acid N[C@@H]([C@@H](C(=O)N[C@H](C(=O)O)CC1=CC(=C(C(=C1)F)C(F)(F)F)F)O)CC1=CC=CC=C1